Deoxy-ribose phosphate P(=O)(O)(O)O.O=CC[C@H](O)[C@H](O)CO